N1CCC(CC1)N1C=NC2=C1C=CC=C2 1-(piperidin-4-yl)-1H-benzo[d]Imidazol